4-((1H-pyrazol-1-yl)methyl)-3-methoxybenzoic acid N1(N=CC=C1)CC1=C(C=C(C(=O)O)C=C1)OC